C(C1CO1)C=C(C(=O)O)C.ClC1=CC=C(COCC(=C)ON2C(C=CC=C2)C2C(CC=C(C(=O)O)C)O2)C=C1.ClC1=C(C=C(C=C1)N1CC(C1)O)F 1-(4-chloro-3-fluorophenyl)azetidin-3-ol 1-((3-((4-chlorobenzyl)oxy)prop-1-en-2-yl)oxy)pyridinGlycidyl-methacrylate (Glycidyl-Methacrylate)